C12C(CC(CC1)C2)N(C(COC2CCCCC2)=O)C2=CC=NN2 N-(bicyclo[2.2.1]heptan-2-yl)-2-(cyclohexyloxy)-N-(1H-pyrazol-5-yl)acetamide